4-chloro-3-(4-((S)-2-cyclohexyl-2-(1-(2-methoxy-2-oxoethyl)-1H-pyrazole-5-carboxamido)acetamido)-2-fluorophenyl)-2-methylpyridine 1-oxide ClC1=C(C(=[N+](C=C1)[O-])C)C1=C(C=C(C=C1)NC([C@@H](NC(=O)C1=CC=NN1CC(=O)OC)C1CCCCC1)=O)F